4-chloro-6-(difluoromethoxy)-3-methyl-pyridazine ClC1=C(N=NC(=C1)OC(F)F)C